2-mercapto-ethyl-carbonylamino-acetic acid hydrazide SCCC(=O)NCC(=O)NN